ClC1=C(C(=O)N2COC3=C(C2)C=CC=C3C3=CC(=C(C(=O)O)C=C3F)N3C2COCC3CC2)C(=CC(=C1)N1[C@H](CN(CC1)CCOC)C)Cl 4-[3-[2,6-Dichloro-4-[(2S)-4-(2-methoxyethyl)-2-methylpiperazin-1-yl]benzoyl]-2,4-dihydro-1,3-benzoxazin-8-yl]-5-fluoro-2-(3-oxa-8-azabicyclo[3.2.1]octan-8-yl)benzoic acid